NC=1C(NC2=C(C(=CN=C2C1C1=C2C=NNC2=C(C=C1)F)OC)C)=O 3-Amino-4-(7-fluoro-1H-indazol-4-yl)-7-methoxy-8-methyl-1H-1,5-naphthyridin-2-one